N-[(R)-1-methyl-3-piperidyl]-6-[3-(4-mesyl-2-anisidino)-1-propynyl]-1-(2,2,2-trifluoroethyl)-1H-benzo[d]imidazole-4-carboxamide CN1C[C@@H](CCC1)NC(=O)C1=CC(=CC=2N(C=NC21)CC(F)(F)F)C#CCNC=2C(OC)=CC=C(C2)S(=O)(=O)C